ClC=1C=C(C=CC1)[C@@]1(N(CCC1)C(=O)OC(C)(C)C)C1=CSC(=C1)C=O |r| rac-tert-Butyl 2-(3-chlorophenyl)-2-(5-formyl-3-thienyl)pyrrolidine-1-carboxylate